O.C(CCC)[Sn]=O butyltin oxide hydrate